N1C=NC=C1C1CCN(CC1)CC(=O)N1CCN(CC1)C(=O)OCC1=CC(=CC(=C1)Cl)Cl 3,5-Dichlorobenzyl 4-(2-(4-(1H-imidazol-5-yl)piperidin-1-yl)acetyl)piperazine-1-carboxylate